BrC1=CC2=C(NC(=N2)N(C)C)C(=C1)C(=O)OC methyl 5-bromo-2-(dimethylamino)-1H-benzo[d]imidazole-7-carboxylate